CN(S(=O)(=O)C=C)CC(C)OC=1C=NC=CC1C1=C(C2=NC=CC=C2N1)C1=CC=CC=C1 N-methyl-N-[2-{[4-(3-phenyl-1H-pyrrolo[3,2-b]pyridin-2-yl)pyridin-3-yl]oxy}propyl]ethenesulfonamide